C(=O)(O)C=1C(=C(C(=O)NC=2C=C(C(C(=O)O)=CC2)C(=O)O)C=C(C1)O)O 4-(3-carboxy-2,5-dihydroxybenzoylamino)phthalic acid